N1(CCCC1)S(=O)(=O)C=1C=C(N)C=CC1 3-(pyrrolidin-1-ylsulfonyl)aniline